[K].N(CCO)(CCO)CCO triethanolamine potassium